6-(4-(4-isopropylpiperazin-1-yl)phenyl)-1,2-dimethyl-N-(4-(methylsulfonyl)phenethyl)-1H-benzo[d]imidazol-4-amine C(C)(C)N1CCN(CC1)C1=CC=C(C=C1)C=1C=C(C2=C(N(C(=N2)C)C)C1)NCCC1=CC=C(C=C1)S(=O)(=O)C